NCC1=NC=C(C=N1)N1CC(N(C(C1)C)C(=O)OC(C)(C)C)C tert-butyl 4-[2-(aminomethyl)pyrimidin-5-yl]-2,6-dimethylpiperazine-1-carboxylate